di-n-butyl 4-chloro-4-cyclohexene-1,2-dicarboxylate ClC=1CC(C(CC1)C(=O)OCCCC)C(=O)OCCCC